2,2',6,6'-Tetra-tert-butyl-4,4'-biphenol C(C)(C)(C)C1=C(C(=CC(=C1)C1=CC(=C(C(=C1)C(C)(C)C)O)C(C)(C)C)C(C)(C)C)O